[N+](=O)([O-])C1=CC=C(OC2=CC=C(C=C2)C2=CC=C(C=C2)OC2=CC=C(C=C2)[N+](=O)[O-])C=C1 4,4'-bis(4-nitrophenoxy)biphenyl